ClC1=CC=C(C=C1)NC(=O)NC1=CC(=C(C=C1)Cl)Cl N-(4-chlorophenyl)-N'-(3,4-dichloro-phenyl)urea